N1(CCCC1)CCCCSC=1NCCCN1 2-((4-(pyrrolidin-1-yl)butyl)thio)-1,4,5,6-tetrahydropyrimidine